(naphthylphenyl)(biphenyl) C1(=CC=CC2=CC=CC=C12)C1=C(C=CC=C1)C1=C(C=CC=C1)C1=CC=CC=C1